3-Chloro-2-hydroxypropyldimethyldodecylammonium chloride [Cl-].ClCC(C[N+](CCCCCCCCCCCC)(C)C)O